Cl.FC(C(C)NC(=O)C=1C=NN2C1CNCC2)(F)F N-(1,1,1-trifluoropropan-2-yl)-4H,5H,6H,7H-pyrazolo[1,5-a]pyrazine-3-carboxamide hydrochloride